N=1N=C(N2C1C=CC=C2)S(=O)(=O)Cl [1,2,4]Triazolo[4,3-a]pyridine-3-sulfonyl chloride